(3-(methylcarbamoyl)piperidin-3-yl)carbamic acid tert-butyl ester C(C)(C)(C)OC(NC1(CNCCC1)C(NC)=O)=O